C(#N)C1=CC=C(C=C1)C(C(=O)NCC1=C2CN(C(C2=CC=C1)=O)C1C(NC(CC1)=O)=O)=O 2-(4-cyanophenyl)-N-((2-(2,6-dioxopiperidin-3-yl)-1-oxoisoindolin-4-yl)methyl)-2-oxoacetamide